C(C)OC(=O)C=1N=CN2C1N=CC(=C2)B(O)O 8-(ethoxycarbonyl)imidazo[1,5-a]pyrimidin-3-ylboronic acid